CC1=CC(=CC(=N1)NC=1C=C(C2=C(OCCO2)C1)O)NC 7-[[6-methyl-4-(methylamino)-2-pyridinyl]amino]-2,3-dihydro-1,4-benzodioxin-5-ol